4-(6-Amino-2-(1-ethyl-3-(trifluoromethyl)-1H-pyrazol-4-yl)pyridin-3-yl)thieno(2,3-c)pyridine-2-carbonitrile NC1=CC=C(C(=N1)C=1C(=NN(C1)CC)C(F)(F)F)C1=C2C(=CN=C1)SC(=C2)C#N